ClC=1C(=NC(=NC1)N[C@@H]1CNCCC1)C1=CNC2=C(C(=CC=C12)C#N)S(=O)(=O)C 3-(5-chloro-2-[[(3S)-3-piperidyl]amino]pyrimidin-4-yl)-7-methylsulfonyl-1H-indole-6-carbonitrile